BrC1=C(N=C2N1C=1N=C(C=C(C1C=C2)C(F)(F)F)C(C(F)(F)F)(F)F)C=2OC=NN2 2-(9-bromo-2-(perfluoroethyl)-4-(trifluoromethyl)imidazo[1,2-a][1,8]naphthyridin-8-yl)-1,3,4-oxadiazole